ClC=1C(=NC=CC1C=1C(=C(C=CC1)NC(C1=NC=C(C=C1)CNC[C@H]1NC(CC1)=O)=O)C)C1=CC(=C(C=C1)CNCCCF)OC (S)-N-(3-(3-chloro-2-(4-(((3-fluoropropyl)amino)methyl)-3-methoxyphenyl)pyridin-4-yl)-2-methylphenyl)-5-((((5-oxopyrrolidin-2-yl)methyl)amino)methyl)picolinamide